Ethylene GlyCol methyl ether acrylate C(C=C)(=O)OCCOC